C1(CC1)C1=C(C=CC=C1)I 1-cyclopropyl-2-iodobenzene